methyl (R)-6-chloro-3-((1-(3-(6-(4-fluorophenyl)pyridin-3-yl)-2,7-dimethyl-1-oxo-1,2-dihydroisoquinolin-5-yl)ethyl)amino)picolinate ClC1=CC=C(C(=N1)C(=O)OC)N[C@H](C)C1=C2C=C(N(C(C2=CC(=C1)C)=O)C)C=1C=NC(=CC1)C1=CC=C(C=C1)F